3-[(3R)-3-amino-1,1,4-trioxo-5-[[4-(trifluoromethoxy)phenyl]methyl]-2,3-dihydro-1lambda6,5-benzothiazepin-7-yl]-N-tert-butyl-1,2,4-oxadiazole-5-carboxamide N[C@H]1CS(C2=C(N(C1=O)CC1=CC=C(C=C1)OC(F)(F)F)C=C(C=C2)C2=NOC(=N2)C(=O)NC(C)(C)C)(=O)=O